Hept-7-yl-pyrimidin-4-amine CCCCCCCC1=NC=CC(=N1)N